C[Si](OC=1C=C(C(=O)O)C=C(C1O)O)(C)C 3-trimethylsilyloxy-4,5-dihydroxybenzoic acid